ClC=1C(=NC(=NC1)NC1=CC(=C(C=C1)C(=O)N1CCOCC1)OC(F)F)C1=NN(C=C1)C(C)C (4-((5-chloro-4-(1-isopropyl-1H-pyrazolyl)pyrimidin-2-yl)amino)(difluoromethoxy)phenyl)(morpholino)methanone